CC=1C=C(C(=O)N)C=CC1 m-(methyl)benzamide